C(C)(=O)NC1=NC(N(C=C1)[C@@H]1O[C@@H](C([C@H]1OC(C)=O)O)COC(C1=CC=CC=C1)(C1=CC=C(C=C1)OC)C1=CC=C(C=C1)OC)=O acetic acid [(2r,3r,5r)-2-(4-acetamido-2-oxo-pyrimidin-1-yl)-5-[[bis(4-methoxyphenyl)-phenyl-methoxy] methyl]-4-hydroxy-tetrahydrofuran-3-yl] ester